CNC(CCN1C=C(C=2N(C(C=CC21)=O)C)C2=CC(=CC(=C2)OC2=CC=C(C=C2)C(F)(F)F)C)=O N-methyl-3-(4-methyl-3-{3-methyl-5-[4-(trifluoromethyl)-phenoxy]phenyl}-5-oxo-1H,4H,5H-pyrrolo[3,2-b]pyridin-1-yl)propanamide